BrC=1C(=CC2=C(N(CC(CS2(=O)=O)(CC)CCCC)C2=CC=CC=C2)C1)O\C=C(\C(=O)O)/F racemic-(Z)-3-((7-bromo-3-butyl-3-ethyl-1,1-dioxido-5-phenyl-2,3,4,5-tetrahydro-1,5-benzothiazepin-8-yl)oxy)-2-fluoroacrylic acid